tert-butyl (3S,4R)-4-((4-(3-(2,6-bis(benzyloxy)pyridin-3-yl)-1-methyl-1H-indazol-6-yl)piperazin-1-yl)methyl)-3-fluoropiperidine-1-carboxylate C(C1=CC=CC=C1)OC1=NC(=CC=C1C1=NN(C2=CC(=CC=C12)N1CCN(CC1)C[C@@H]1[C@@H](CN(CC1)C(=O)OC(C)(C)C)F)C)OCC1=CC=CC=C1